(P)-1-(5-chloro-4-(3-fluoro-3-(trifluoromethyl)cyclobutyl)-2-methoxyphenyl)-N-(isoxazol-3-yl)-N-(4-methoxybenzyl)-2-oxo-1,2-dihydroquinoline-6-sulphonamide ClC=1C(=CC(=C(C1)N1C(C=CC2=CC(=CC=C12)S(=O)(=O)N(CC1=CC=C(C=C1)OC)C1=NOC=C1)=O)OC)C1CC(C1)(C(F)(F)F)F